6-chloro-1-(2,6-diethylphenyl)-4-((2S)-2-methyl-4-(2-propenoyl)-1-piperazinyl)-7-(3-methyl-1-pyrrolidinyl)pyrido[2,3-d]pyrimidin-2(1H)-one ClC1=CC2=C(N(C(N=C2N2[C@H](CN(CC2)C(C=C)=O)C)=O)C2=C(C=CC=C2CC)CC)N=C1N1CC(CC1)C